7-methoxy-3-(4-methoxybenzoyl)coumarin COC1=CC=C2C=C(C(OC2=C1)=O)C(C1=CC=C(C=C1)OC)=O